8-[(2s,5r)-2,5-dimethyl-4-[2-(4-methylphenyl)ethyl]piperazin-1-yl]-5-methyl-6-oxo-5,6-dihydro-1,5-naphthyridine-2-carbonitrile C[C@@H]1N(C[C@H](N(C1)CCC1=CC=C(C=C1)C)C)C1=CC(N(C=2C=CC(=NC12)C#N)C)=O